tert-butyl 4-[2-({7-methyl-2-[3-(trifluoromethyl)phenyl]-pyrazolo[1,5-a]pyrimidin-6-yl}formamido)ethyl]piperidine-1-carboxylate CC1=C(C=NC=2N1N=C(C2)C2=CC(=CC=C2)C(F)(F)F)C(=O)NCCC2CCN(CC2)C(=O)OC(C)(C)C